1-(bromomethyl)-2,3-dimethylbenzene BrCC1=C(C(=CC=C1)C)C